(2-(3',4'-dichloro-[1,1'-biphenyl]-4-yl)ethyl)-2-(methylamino)hexanamide bis-(4'-aminophenyl)1,3-benzenediacrylate NC1=CC=C(C=C1)OC(C=CC1=CC(=CC=C1)C=CC(=O)OC1=CC=C(C=C1)N)=O.ClC=1C=C(C=CC1Cl)C1=CC=C(C=C1)CCC(C(=O)N)(CCCC)NC